FC1=C(C2=C(C(CO2)C)C=C1)F 6,7-difluoro-3-methyl-2,3-dihydrobenzofuran